2-(Didodecyl-amino)-1-(4-(N-(2-(dinonylamino)ethyl)-N-nonylglycyl)piperazin-1-yl)ethan-1-one C(CCCCCCCCCCC)N(CC(=O)N1CCN(CC1)C(CN(CCCCCCCCC)CCN(CCCCCCCCC)CCCCCCCCC)=O)CCCCCCCCCCCC